O[C@H](CN1[C@H](CC1)COC1=C(N(N=C1)C)C1=CC=2N(C=C1)N=C(C2)NC(=O)C2CC2)C N-[5-[4-[[(2R)-1-[(2S)-2-hydroxypropyl]azetidin-2-yl]methoxy]-2-methyl-pyrazol-3-yl]pyrazolo[1,5-a]pyridin-2-yl]cyclopropanecarboxamide